C(C)(C)OC1=CC=C(C=C1)C=1C(=CNC1)CC(CN)NC ((4-(4-isopropoxyphenyl)-1H-pyrrol-3-yl)methyl)-N1-methylethane-1,2-diamine